6-methyl-5-(2-(2-morpholinopyridin-4-yl)pyrazolo[5,1-b]thiazole-7-carboxamido)nicotinic acid CC1=NC=C(C(=O)O)C=C1NC(=O)C=1C=NN2C1SC(=C2)C2=CC(=NC=C2)N2CCOCC2